COC(=O)N1C[C@@H](OCC1)C1=CC(=NC=2N1N=C(C2F)[C@@H]2CC[C@H](CC2)C(F)(F)F)C (2R)-2-{3-fluoro-5-methyl-2-[trans-4-(trifluoromethyl)cyclohexyl]pyrazolo[1,5-a]pyrimidin-7-yl}morpholine-4-carboxylic acid methyl ester